CC1=C(C(=CC(=C1)OCC(C)C)CC)O 2-Methyl-6-ethyl-4-isobutoxy-phenol